C(C)(=O)N1[C@@H](CN(CC1)C(C=C)=O)C1=CC(=NC(=C1)Cl)C1=CC(=NC=C1)N1N=CC=C1 (R)-1-(4-acetyl-3-(6-chloro-2'-(1H-pyrazol-1-yl)-[2,4'-bipyridin]-4-yl)piperazin-1-yl)prop-2-en-1-one